FC1=C(C=C(C=C1)F)[C@@H]1N(CCC1)C1=CC=C2C(=N1)N(C=N2)C(=O)N 5-((R)-2-(2,5-difluorophenyl)pyrrolidin-1-yl)-3H-imidazo[4,5-b]pyridine-3-Carboxamide